Cl[Mg]C(C)C chloro(prop-2-yl)magnesium